[K].N1N=NN=C1C=1C=C(C=CC1)N1C2=C(NC(CC1=O)=O)C1=CC=CC=C1C=C2 5-[3-(1H-tetrazol-5-yl)phenyl]-1H-naphtho[1,2-b][1,4]diazepin-2,4(3H,5H)-dione potassium salt